ethyl 4-chloro-2-(1,1,2,2,2-pentafluoroethyl)imidazo[1,2-a]1,8-naphthyridine-8-carboxylate ClC=1C=2C=CC=3N(C2N=C(C1)C(C(F)(F)F)(F)F)C=C(N3)C(=O)OCC